1-(4-(2-(1H-indol-1-yl)ethyl)piperazin-1-yl)-2-(2,4-difluorophenyl)-3-(1H-1,2,4-triazol-1-yl)propan-2-ol N1(C=CC2=CC=CC=C12)CCN1CCN(CC1)CC(CN1N=CN=C1)(O)C1=C(C=C(C=C1)F)F